FC=1C(=CC(=C2C=C(NC12)C(=O)O)B1OC(C(O1)(C)C)(C)C)C1=CCCN(C1)C(CCN1N=NC=C1)=O 7-fluoro-4-(4,4,5,5-tetramethyl-1,3,2-dioxaborolan-2-yl)-6-[1-[3-(triazol-1-yl)propanoyl]-3,6-dihydro-2H-pyridin-5-yl]-1H-indole-2-carboxylic acid